NC=1SC(=CN1)C(=O)NC1=C(C=C(C(=C1)C(NC=1N=NC(=CC1)OC1CC1)=O)F)C 2-Amino-N-[5-[(6-cyclopropyloxypyridazin-3-yl)carbamoyl]-4-fluoro-2-methylphenyl]-1,3-thiazole-5-carboxamide